OC1(CCN(CC12CCCC2)C(=O)OC(C)(C)C)CN2C(C=NC=C2)=O tert-Butyl 10-hydroxy-10-((2-oxopyrazin-1(2H)-yl)methyl)-7-azaspiro[4.5]decane-7-carboxylate